C1(CC1)C=1N=NN(C1)[C@@H](C(=O)N1[C@H](C[C@@H](C1)O)C(=O)NCC1CN(C2=CC=CC=C2C1)C)C(C)(C)C (2R,4S)-1-[(2R)-2-(4-cyclopropyl-triazol-1-yl)-3,3-dimethyl-butyryl]-4-hydroxy-N-[(1-methyl-3,4-dihydro-2H-quinolin-3-yl)methyl]pyrrolidine-2-carboxamide